O[C@H](CNC(C1=CC(=CC=C1)C1=NC=CC=C1)=O)[C@H]1N(CC2=CC(=CC=C2C1)OCOC)C(=O)OC(C)(C)C tert-butyl (3S)-3-[(1R)-1-hydroxy-2-[[3-(2-pyridyl)benzoyl]amino]ethyl]-7-(methoxy-methoxy)-3,4-dihydro-1H-isoquinoline-2-carboxylate